(2R,3R,4S)-2-(6-(3-chlorobenzylamino)-9H-purin-9-yl)tetrahydrothiophene-3,4-diol ClC=1C=C(CNC2=C3N=CN(C3=NC=N2)[C@@H]2SC[C@H]([C@H]2O)O)C=CC1